C(C1=CC=CC=C1)(=O)N(C1=NC(NC=C1)=O)C N4-Benzoyl-methylcytosine